N1(N=NC=C1)CCC=1C=C(C(=C(C1)O)[C@H]1[C@@H](CCC(=C1)C)C(=C)C)O (1'R,2'R)-4-(2-(1H-1,2,3-triazol-1-yl)ethyl)-5'-methyl-2'-(prop-1-en-2-yl)-1',2',3',4'-tetrahydro-[1,1'-biphenyl]-2,6-diol